2-((S)-3-((S)-sec-butyl)-7-chloro-2-oxo-5-phenyl-2,3-dihydro-1H-benzo[e][1,4]diazepin-1-yl)-N-((difluoromethyl)sulfonyl)acetamide [C@H](C)(CC)[C@@H]1N=C(C2=C(N(C1=O)CC(=O)NS(=O)(=O)C(F)F)C=CC(=C2)Cl)C2=CC=CC=C2